2-((1-(3,6-Dimethyl-2-(4-morpholinophenyl)-4-oxo-4H-chromen-8-yl)ethyl)amino)benzoic acid CC1=C(OC2=C(C=C(C=C2C1=O)C)C(C)NC1=C(C(=O)O)C=CC=C1)C1=CC=C(C=C1)N1CCOCC1